FC1=C(C#N)C=CC(=C1)S(=O)(=O)[C@H]1CN(C[C@]1(CO)O)S(=O)(=O)C1=C(C=C(C=C1)C(F)(F)F)F 2-fluoro-4-(((3S,4R)-1-((2-fluoro-4-(trifluoromethyl)phenyl)sulfonyl)-4-hydroxy-4-(hydroxymethyl)pyrrolidin-3-yl)sulfonyl)benzonitrile